ClC=1C=C2C(OCCCC=3C4=CC=CC=C4SC3C=3C(=CC(=C(NS(C(C1O)=C2)(=O)=O)C3)F)F)=O 18-chloro-24,26-difluoro-19-hydroxy-14-oxa-3,21lambda6-dithia-22-azapentacyclo[21.3.1.116,20.02,10.04,9]octacosa-1(27),2(10),4,6,8,16,18,20(28),23,25-decaene-15,21,21-trione